C(C)(C)(C)OC(N[C@@H](CC(=O)N(C)OC)C)=O N-[(1R)-3-[methoxy(methyl)amino]-1-methyl-3-oxo-propyl]carbamic acid tert-butyl ester